4-(6-(6-((6-methoxypyridin-3-yl)methyl)-3,6-diazabicyclo[3.1.1]heptan-3-yl)pyridin-3-yl)pyrazole COC1=CC=C(C=N1)CN1C2CN(CC1C2)C2=CC=C(C=N2)C=2C=NNC2